(3S,4S)-3-[(R)-1-(tert-butyldimethylsilyloxy)ethyl]-4-[(S)-1-carbonylethyl]-2-azetidinone [Si](C)(C)(C(C)(C)C)O[C@H](C)[C@H]1C(N[C@@H]1C(C)=C=O)=O